7-(azetidin-3-yl)-5-(4-fluorophenyl)-6-(2-methoxy-1,1-dimethyl-ethyl)-1H-pyrrolo[2,3-f]indazole N1CC(C1)C1=C(N(C=2C=C3C=NNC3=CC21)C2=CC=C(C=C2)F)C(COC)(C)C